CC1=CNC=2N=C(N=C(C21)NC2=NNC(=C2)C)NC2CC1CCC(C2)N1CCC#N 3-((3-Exo)-3-((5-methyl-4-((5-methyl-1H-pyrazol-3-yl)amino)-7H-pyrrolo[2,3-d]pyrimidin-2-yl)amino)-8-azabicyclo[3.2.1]oct-8-yl)propionitrile